2-(5-bromo-3-(ethylthio)pyridin-2-yl)-9-methyl-8-(trifluoromethyl)-9H-purine BrC=1C=C(C(=NC1)C1=NC=C2N=C(N(C2=N1)C)C(F)(F)F)SCC